O1-tert-Butyl O3-ethyl 4-(2-{(S)-[(2-ethylpyrazole-3-carbonyl)amino](4-methyl-cyclohexyl)methyl}-4-fluoro-1H-benzimidazol-5-yl)-2,5-dihydropyrrole-1,3-dicarboxylate C(C)N1N=CC=C1C(=O)N[C@H](C1=NC2=C(N1)C=CC(=C2F)C2=C(CN(C2)C(=O)OC(C)(C)C)C(=O)OCC)C2CCC(CC2)C